FC1(CC1)C=1C=C(C=2N(C1)C=C(N2)[C@@H](C)N[S@](=O)C(C)(C)C)N2C(N(C(C2)=O)C)=O (R)-N-((R)-1-(6-(1-fluorocyclopropyl)-8-(3-methyl-2,4-dioxoimidazolidin-1-yl)imidazo[1,2-a]pyridin-2-yl)ethyl)-2-methylpropane-2-sulfinamide